Methyl 6-methoxy-3-methylpicolinate COC1=CC=C(C(=N1)C(=O)OC)C